(4-Ethoxyphenyl)-[4-(3-phenylpropyl)-piperazin-1-yl]methanon C(C)OC1=CC=C(C=C1)C(=O)N1CCN(CC1)CCCC1=CC=CC=C1